5-AMINOPENTANOIC ACID HYDRATE O.NCCCCC(=O)O